7-methyl-3-methylene-octa-1,6-diene CC(=CCCC(C=C)=C)C